C1(CC1)C1=C(C=NC=C1)COC1=CC=C(C=C1)C=1C=C(C(NC1C(F)(F)F)=O)C(=O)N 5-(4-((4-Cyclopropylpyridin-3-yl)methoxy)phenyl)-2-oxo-6-(trifluoromethyl)-1,2-dihydropyridin-3-carboxamide